FC(C[C@](C(=O)NC=1C(=NC2=C(C=CC=C2C1)F)C)(C)CC1=CC(=CC=C1)F)(F)F (2S)-4,4,4-trifluoro-N-(8-fluoro-2-methyl-3-quinolyl)-2-[(3-fluorophenyl)methyl]-2-methyl-butanamide